mercaptopelargonic acid SC(C(=O)O)CCCCCCC